methyl tolyl-methyl ether C1(=C(C=CC=C1)COC)C